OC[C@H](C1=CC=CC=C1)NC1=CC(=NC=C1C=1OC=NN1)NC=1C=C2CC(OC(C2=CC1)=O)(C)C (S)-6-(4-(2-hydroxy-1-phenylethylamino)-5-(1,3,4-oxadiazol-2-yl)pyridin-2-ylamino)-3,3-dimethylisochroman-1-one